(1R)-1-[5-(4,5-dimethylisoxazol-3-yl)-1,2,4-oxadiazol-3-yl]-6-azaspiro[2.5]octane-6-sulfonamide CC=1C(=NOC1C)C1=NC(=NO1)[C@@H]1CC12CCN(CC2)S(=O)(=O)N